C(C)C=1C(NC=2C=C(C=NC2C1)C(=O)OCC)=O ethyl 7-ethyl-6-oxo-5H-1,5-naphthyridine-3-carboxylate